N-((3R,4S)-3-methyl-1-(methylsulfonyl)piperidin-4-yl)-5-(trifluoromethyl)pyrimidin-2-amine C[C@@H]1CN(CC[C@@H]1NC1=NC=C(C=N1)C(F)(F)F)S(=O)(=O)C